4-bromo-2-ethoxybenzenecarboximidamide hydrochloride Cl.BrC1=CC(=C(C=C1)C(N)=N)OCC